ClC=1C(=CC=C2N=CC(=NC12)C=1C=NN(C1)CC1CC(N(CC1)C)=O)OC1=CC2=C(N=C(N2COCC[Si](C)(C)C)C)C=C1 4-[[4-[8-chloro-7-[2-methyl-3-(2-trimethylsilylethoxymethyl)-benzimidazol-5-yl]oxy-quinoxalin-2-yl]pyrazol-1-yl]methyl]-1-methyl-piperidin-2-one